Tert-Butyl (2-Methyl-1-Oxo-1-(4-((2-Oxo-1-(2-Oxo-2,3-Dihydro-1h-Inden-5-Yl)-1,2-Dihydropyrimidin-4-Yl)Carbamoyl)Piperazin-1-Yl)Propan-2-Yl)Carbamate CC(C(N1CCN(CC1)C(NC1=NC(N(C=C1)C=1C=C2CC(CC2=CC1)=O)=O)=O)=O)(C)NC(OC(C)(C)C)=O